O1C(=C(C=C1)C(=O)OCCCCC)C(=O)OCCCCC dipentyl furandicarboxylate